4-methyl-4-(4-methylquinolin-2-yl)piperidine-1-carboxylic acid tert-butyl ester C(C)(C)(C)OC(=O)N1CCC(CC1)(C1=NC2=CC=CC=C2C(=C1)C)C